C(C)[C@]1(C(OCC=2C(N3CC=4C(=NC=5C=C(C(=CC5C4CCCO)C)F)C3=CC21)=O)=O)O (S)-4-ethyl-8-fluoro-4-hydroxyl-11-(3-hydroxylpropyl)-9-methyl-1,12-dihydro-14H-pyrano[3',4':6,7]indolizino[1,2-b]quinolin-3,14(4H)-dione